4-(5-hydroxy-2-methylphenyl)-7,7-dimethyl-2-(2-(2-propenoyl)-2,6-diazaspiro[3.4]octan-6-yl)-7,8-dihydro-5H-pyrano[4,3-b]pyridine-3-carbonitrile OC=1C=CC(=C(C1)C1=C2C(=NC(=C1C#N)N1CC3(CN(C3)C(C=C)=O)CC1)CC(OC2)(C)C)C